C(C)C=1C(NC2=C(N1)C=NC(=C2)CNC2CC(C2)NC=2C=CC(=NC2)C(=O)NC)=O 5-((3-(((3-ethyl-2-oxo-1,2-dihydropyrido[3,4-b]pyrazin-7-yl)methyl)amino)cyclobutyl)amino)-N-methylpicolinamide